[Sr].[Ba].[La] lanthanum barium strontium